BrC(C(=O)NC1=NC=C(N=C1)C1CC1)C 2-bromo-N-(5-cyclopropylpyrazin-2-yl)propanamide